6-((4-((1-(cyclopropylmethyl)-1H-pyrazol-4-yl)methoxy)-methoxyphenyl)amino)-3-morpholinoquinoxaline-5-carbonitrile C1(CC1)CN1N=CC(=C1)COC1=CC(=C(C=C1)NC1=C(C=2N=C(C=NC2C=C1)N1CCOCC1)C#N)OC